(S)-1-oxo-1-((4-((4-(trifluoromethyl)benzyl)oxy)benzyl)amino)butane-2-aminium chloride [Cl-].O=C([C@H](CC)[NH3+])NCC1=CC=C(C=C1)OCC1=CC=C(C=C1)C(F)(F)F